2-[2-[3-(4-Methylphenyl)prop-2-enoyl]-5-pent-2-en-3-yloxyphenoxy]acetic acid CC1=CC=C(C=C1)C=CC(=O)C1=C(OCC(=O)O)C=C(C=C1)OC(=CC)CC